C1(CC1)[C@H]1COCCN1C[C@@H](C)[C@H]1CC[C@H]2\C(\CCC[C@]12C)=C\C=C1C[C@H](C[C@@H](C1)O)O (1R,3R)-5-(2-((1R,3aS,7aR,E)-1-((S)-1-((S)-3-cyclopropylmorpholino)propan-2-yl)-7a-methyl-octahydro-4H-inden-4-ylidene)ethylidene)cyclohexane-1,3-diol